C(C1=CC=CC=C1)N1CC(C(CC1)(C)C)N 1-benzyl-4,4-dimethylpiperidin-3-amine